FC1CC2(C1)CCNCC2 2-fluoro-7-azaspiro[3.5]nonan